3-({[(1R)-6-(4-fluoro-2-methylphenoxy)-1,2,3,4-tetrahydronaphthalen-1-yl]methyl}amino)pyridine-4-carboxylic acid methyl ester COC(=O)C1=C(C=NC=C1)NC[C@@H]1CCCC2=CC(=CC=C12)OC1=C(C=C(C=C1)F)C